5-(2,6-difluorophenyl)-9-[4-(2-fluoroethyl)piperazin-1-yl]-3-methyl-1,6-dihydropyrazolo[4,3-d][1,3]benzodiazepine FC1=C(C(=CC=C1)F)C=1NC2=C(C3=C(N1)C(=NN3)C)C=C(C=C2)N2CCN(CC2)CCF